N1C=CC2=C1C=CC=N2 PYRIDINOPYRROLE